2-(2-aminoethyl)aminoethyl-trimethoxysilane NCCNCC[Si](OC)(OC)OC